5-cyclobutyl-2-(difluoromethoxy)pyridine-3-carbonyl chloride C1(CCC1)C=1C=C(C(=NC1)OC(F)F)C(=O)Cl